tert-butyl ((2R)-3-((1,3-dimethyl-1H-pyrazol-5-yl)oxy)butan-2-yl)carbamate CN1N=C(C=C1OC([C@@H](C)NC(OC(C)(C)C)=O)C)C